1-(3,4-dihydroxyphenyl)decane-3,5-dione (3R,5S)-5-(3-((1,1-dioxido-2,3-dihydrobenzo[b]thiophen-4-yl)amino)-1H-pyrazol-5-yl)tetrahydrofuran-3-yl-isopropylcarbamate O=S1(C2=C(CC1)C(=CC=C2)NC2=NNC(=C2)[C@@H]2C[C@H](CO2)N(C(O)=O)C(C)C)=O.OC=2C=C(C=CC2O)CCC(CC(CCCCC)=O)=O